2-[(2E)-2-(aminomethyl)-3-fluoroprop-2-en-1-yl]-4-(5-bromo-4-methylpyridin-2-yl)-2,4-dihydro-3H-1,2,4-triazol-3-one hydrochloride Cl.NC/C(/CN1N=CN(C1=O)C1=NC=C(C(=C1)C)Br)=C\F